FC=1C=NC(=NC1)N1C[C@H]2N(CC1)C([C@H](C2)CCCC=2C=1N(C=CC2)N=CC1)=O (7S,8aS)-2-(5-fluoropyrimidin-2-yl)-7-(3-(pyrazolo[1,5-a]pyridin-4-yl)propyl)hexahydropyrrolo[1,2-a]pyrazin-6(2H)-one